O=C1NC(CCC1C1=NC=CC(=C1)C1=CC=C(CNC(C2=NC=CC=C2C)=O)C=C1)=O N-(4-(2-(2,6-dioxopiperidin-3-yl)pyridin-4-yl)benzyl)-3-methylpicolinamide